N=S(=O)(C1=CC(=CC=C1)OC)C(C)C Imino(isopropyl)(3-methoxyphenyl)-λ6-sulfanone